(R)-3-((2-methylpiperazin-1-yl)methyl)pyridazine hydrochloride Cl.C[C@H]1N(CCNC1)CC=1N=NC=CC1